C1(CC1)C1=NN(C=N1)C1CC2(CN(C2)C(=O)N2CC(C2)C23CC(C2)(C3)C3=NN=C(N3)C3(CC3)C(F)(F)F)C1 [6-(3-cyclopropyl-1,2,4-triazol-1-yl)-2-azaspiro[3.3]heptan-2-yl]-[3-[3-[5-[1-(trifluoromethyl)cyclopropyl]-4H-1,2,4-triazol-3-yl]-1-bicyclo[1.1.1]pentanyl]azetidin-1-yl]methanone